COC=1C=C(C=CC1OC)C1=NC(=NC(=N1)C(Cl)(Cl)Cl)C(Cl)(Cl)Cl 2-(3,4-dimethoxy-phenyl)-4,6-bis-trichloromethyl-[1,3,5]Triazine